2-{2,6-Difluoro-4-[(3S)-3-fluoro-pyrrolidine-1-sulfonyl]phenyl}-3-fluoro-4-methylquinoline-7-carboxylic acid FC1=C(C(=CC(=C1)S(=O)(=O)N1C[C@H](CC1)F)F)C1=NC2=CC(=CC=C2C(=C1F)C)C(=O)O